ClC1=CC=C(C=C1)C1N(C(C2=CC=CC(=C12)F)=O)CC1=NC=C(C=C1)Cl 3-(4-chlorophenyl)-2-((5-chloropyridin-2-yl)methyl)-4-fluoroisoindolin-1-one